Cl.N[C@@H](CS)C(=O)O cysteine-HCL